[Nb].C(C)(C)(C)C=1C=C(C=C(C1O)C(C)(C)C)OC 3,5-di-tert-butyl-4-hydroxyanisole niobium